(S)-1-(3-((4-((2-(2-(2-((3,4-dimethoxybenzyl)amino)-2-oxoacetyl)pyrrolidin-1-yl)-2-oxoethyl)carbamoyl)quinolin-6-yl)oxy)propyl)-4-(4-iodobenzoyl)-1-methylpiperazin-1-ium iodide [I-].COC=1C=C(CNC(C(=O)[C@H]2N(CCC2)C(CNC(=O)C2=CC=NC3=CC=C(C=C23)OCCC[N+]2(CCN(CC2)C(C2=CC=C(C=C2)I)=O)C)=O)=O)C=CC1OC